3-(3-(tert-butyl)-5-(pyridin-2-yl)phenoxy)-5-methylaniline C(C)(C)(C)C=1C=C(OC=2C=C(N)C=C(C2)C)C=C(C1)C1=NC=CC=C1